3-hydroxy-4-methylpentanoic acid OC(CC(=O)O)C(C)C